2,2'-((2-nitrophenyl)methylene)bis(3-hydroxy-5,5-dimethylcyclohex-2-en-1-one) [N+](=O)([O-])C1=C(C=CC=C1)C(C=1C(CC(CC1O)(C)C)=O)C=1C(CC(CC1O)(C)C)=O